[Si](C)(C)(C(C)(C)C)OC1CN(CC=C(C1)C1=C(C(=NC=C1OC)NC1=NC(=CC(=C1)NC)C)F)C(=O)OC(C)(C)C tert-butyl 3-[tert-butyl(dimethyl)silyl]oxy-5-[3-fluoro-5-methoxy-2-[[6-methyl-4-(methylamino)-2-pyridyl]amino]-4-pyridyl]-2,3,4,7-tetrahydroazepine-1-carboxylate